BrC=1C=C(C(=NC1)N1C[C@@H](OCC1)C)C (2S)-4-(5-Bromo-3-methyl-2-pyridyl)-2-methyl-morpholine